chromane-8-carboxylic acid O1CCCC2=CC=CC(=C12)C(=O)O